COC(=O)C1(CC(=NO1)C1=CC=CC=C1)C(C)O 3-phenyl-5-(1-Hydroxyethyl)-4H-isoxazole-5-carboxylic acid methyl ester